N-methylolmaleamide C(O)NC(\C=C/C(=O)N)=O